7-chloro-1-({4-[1-methyl-4-(trifluoromethyl)imidazol-2-yl]phenyl}methyl)-3H-pyrido[3,4-b][1,4]oxazin-2-one ClC1=CC2=C(OCC(N2CC2=CC=C(C=C2)C=2N(C=C(N2)C(F)(F)F)C)=O)C=N1